C(#N)C1=C(C2=C(N(C(N(C2=O)C(C(=O)O)(C)C)=O)CC(OC2CCOCC2)C2=C(C=CC(=C2)F)OCCOC)S1)C 2-(6-cyano-1-(2-(5-fluoro-2-(2-methoxyethoxy)phenyl)-2-((tetrahydro-2H-pyran-4-yl)oxy)ethyl)-5-methyl-2,4-dioxo-1,2-dihydrothieno[2,3-d]pyrimidin-3(4H)-yl)-2-methylpropionic acid